C1(CC1)N1C[C@H](N(C[C@H]1C)C1CCN(CC1)C1=C(C=C(C(=C1)OC)NC1=NC=NC(=C1)N1OCC[C@@H]1C1=C(C=CC(=C1)F)F)NC(C=C)=O)C N-(2-(4-((2R,5R)-4-cyclopropyl-2,5-dimethylpiperazine-1-yl)piperidine-1-yl)-5-((6-((R)-3-(2,5-difluorophenyl)isoxazolidine-2-yl)pyrimidine-4-yl)amino)-4-methoxyphenyl)acrylamide